NC1=C2NC(N(C2=NC(=N1)OCCOC)CC1=CC=C(C(=O)O)C=C1)=O 4-[[6-amino-7,8-dihydro-2-(2-methoxyethoxy)-8-oxo-9H-purin-9-yl]methyl]-benzoic acid